(1-(Benzyloxy)-3-(4-methoxyphenyl)-2-PHENYLALLYLIDENE)-1,3-dithiane C(C1=CC=CC=C1)OC(C(=CC1=CC=C(C=C1)OC)C1=CC=CC=C1)=C1SCCCS1